3-pent-4-enoxyaniline C(CCC=C)OC=1C=C(N)C=CC1